2,4-DIAMINO-5-METHOXYBENZALDEHYDE NC1=C(C=O)C=C(C(=C1)N)OC